(4aR,4bS,8R,8aS)-4a,7-dimethyl-8-(3-butyloxy)-4,4a,4b,5,6,7,8,8a,9,10-decahydrophenanthrene-2(3H)-one C[C@@]12CCC(C=C2CC[C@@H]2[C@@H](C(CC[C@H]12)C)OC(CC)C)=O